(2E)-3-[1-(oxan-2-yl)indazol-6-yl]prop-2-enoic acid O1C(CCCC1)N1N=CC2=CC=C(C=C12)/C=C/C(=O)O